Cl.S1C(=CC=C1)S(=O)(=O)NC1=CC2=C(N=C(S2)NC(=O)C2CCNCC2)C=C1 N-(6-(thiophene-2-sulfonamido)benzo[d]thiazol-2-yl)piperidine-4-carboxamide hydrochloride